C1(CC1)NC(C1=C(C=C(C=C1OC)C1=CN=C2N1C=CC(=C2)OCCCN2CCS(CC2)(=O)=O)OC(F)F)=O N-cyclopropyl-2-(difluoromethoxy)-4-[7-[3-(1,1-dioxo-1,4-thiazinan-4-yl)propoxy]imidazo[1,2-a]pyridin-3-yl]-6-methoxy-benzamide